COC(=O)C1=CC=CC=2N1N=CC2 Pyrazolo[1,5-a]pyridine-7-carboxylic acid methyl ester